imino(methyl)(4-{[7-methyl-5-(piperidin-1-yl)-[1,2,4]triazolo[1,5-a]pyridin-6-yl]methyl}phenyl)-λ6-sulfanone N=S(=O)(C1=CC=C(C=C1)CC=1C(=CC=2N(C1N1CCCCC1)N=CN2)C)C